5-((4-(2,3-dichloropyridin-4-yl)piperazin-1-yl)methyl)-2-(2,4-dioxotetrahydropyrimidine-1(2H)-yl)isoindoline-1,3-dione ClC1=NC=CC(=C1Cl)N1CCN(CC1)CC=1C=C2C(N(C(C2=CC1)=O)N1C(NC(CC1)=O)=O)=O